2-(tetrahydropyran-4-ylamino)-quinazoline-7-carboxylic acid [(4-chloro-3-fluoro-phenyl)-(1-methyl-1H-pyrazol-4-yl)-methyl]-amide ClC1=C(C=C(C=C1)C(C=1C=NN(C1)C)NC(=O)C1=CC=C2C=NC(=NC2=C1)NC1CCOCC1)F